C(C)NC1=NC=NC(=N1)O 2-ethylamino-4-hydroxy-1,3,5-triazine